N1=C(C)C(O)=C(C=NNC(=S)N)C(CO)=C1 pyridoxal-thiosemicarbazone